ClC=1C=C(C=C2C=C(N=CC12)NC(=O)[C@H]1[C@@H](C1)C#N)C=1C=NN(C1)[C@@H]1OCCCC1 |&1:24| (±)-trans-N-(8-chloro-6-(1-(tetrahydro-2H-pyran-2-yl)-1H-pyrazol-4-yl)isoquinolin-3-yl)-2-cyanocyclopropanecarboxamide